2-[(3R)-3-methyl-[1,4'-bipiperidine]-1'-yl]-N-(pyridin-3-ylmethyl)-1,3-thiazole-5-carboxamide C[C@H]1CN(CCC1)C1CCN(CC1)C=1SC(=CN1)C(=O)NCC=1C=NC=CC1